NC1=C(CN(C=C1)C1CC1)OCC1=C(C(=CC(=C1F)OC)OC)F 4-amino-N-cyclopropyl-3-((2,6-difluoro-3,5-dimethoxybenzyl)oxy)-1H-pyridine